4-(3-ethyl-5-(3-fluoropiperidin-4-yl)-1H-indol-2-yl)pyridin-2-amine C(C)C1=C(NC2=CC=C(C=C12)C1C(CNCC1)F)C1=CC(=NC=C1)N